CSC=1N=NC(=C(N1)N)C(F)(F)F 3-(methylthio)-6-(trifluoromethyl)-1,2,4-triazin-5-amine